Methyl (1S,2R,3aS,10aR)-2-methoxy-5-methyl-1-({[(2-methyl-2-propanyl)(diphenyl)silyl]oxy}methyl)-2,3,3a,9,10,10a-hexahydro-1H-benzo[b]cyclopenta[f]oxepin-6-carboxylate CO[C@@H]1C[C@H]2[C@H](CCC3=C(O2)C(=C(C=C3)C(=O)OC)C)[C@H]1CO[Si](C1=CC=CC=C1)(C1=CC=CC=C1)C(C)(C)C